BrCCCC[N+]1=CN(C=C1)CCCC 3-(4-bromobutyl)-1-butyl-1H-imidazol-3-ium